ethoxyacetylacetone C(C)OCC(=O)CC(C)=O